N-butyl-ammonium C(CCC)[NH3+]